Dimethyl 5-chloro-1,3-dimethyl-2-oxoindoline-3,6-dicarboxylate ClC=1C=C2C(C(N(C2=CC1C(=O)OC)C)=O)(C(=O)OC)C